C(C)N(C1=CC(=C(/C=C/C2=CC(CC(C2)(C)C)C(C#N)C#N)C=C1)O)CC (E)-2-(3-(4-(diethylamino)-2-hydroxystyryl)-5,5-dimethylcyclohex-2-en-1-yl)malononitrile